3-isopropyl-N8-(6-(methoxy-d3)pyridazin-3-yl)-N6-(pentan-3-yl)-[1,2,4]triazolo[4,3-b]pyridazine-6,8-diamine C(C)(C)C1=NN=C2N1N=C(C=C2NC=2N=NC(=CC2)OC([2H])([2H])[2H])NC(CC)CC